OC=1C=C(C=CC1)C1=NC=2C(=C3C(=NC2)NC=C3)N1C1=CC=C(C#N)C=C1 4-(2-(3-Hydroxyphenyl)imidazo[4,5-d]pyrrolo[2,3-b]pyridin-1(6H)-yl)benzonitrile